COC=1N=NC(=CC1C1=C(C=C(C(=O)N2[C@@H](CC[C@@H]2C2=C(C=CC=C2)F)C(=O)O)C=C1)F)OC (2S,5R)-1-(4-(3,6-dimethoxypyridazin-4-yl)-3-fluorobenzoyl)-5-(2-fluorophenyl)pyrrolidine-2-carboxylic acid